(3R,4R)-4-(4-amino-3-(4-phenoxyphenyl)-1H-pyrazolo[3,4-d]pyrimidin-1-yl)-3-fluoro-[1,4'-bipiperidine]-1'-carboxylate NC1=C2C(=NC=N1)N(N=C2C2=CC=C(C=C2)OC2=CC=CC=C2)[C@H]2[C@@H](CN(CC2)C2CCN(CC2)C(=O)[O-])F